tert-butyl (3R,4R)-4-[{[3,5-bis(trifluoromethyl)benzyl](methyl)carbamoyl}(methyl)amino]-3-(3,4-dichlorophenyl)piperidine-1-carboxylate FC(C=1C=C(CN(C(=O)N([C@H]2[C@@H](CN(CC2)C(=O)OC(C)(C)C)C2=CC(=C(C=C2)Cl)Cl)C)C)C=C(C1)C(F)(F)F)(F)F